BrC1=CC=C(CNC(=O)NC2=CC=CC=C2)C=C1 N-(4-bromobenzyl)-N'-phenylurea